C(CC1=CC=CC=C1)OC=C1C=CCCCCCCC=CC1 (phenethoxymethylene)cyclododeca-1,5-diene